5-chloro-N-(thiazol-4-yl)-4-(trifluoromethyl)pyridine-2-sulfonamide ClC=1C(=CC(=NC1)S(=O)(=O)NC=1N=CSC1)C(F)(F)F